C1(CCCC1)OCC1=CC(=NC=C1)NC=1SC2=C(N1)C=CC(=C2)C=2C=NNC2 N-(4-((cyclopentyloxy)methyl)pyridin-2-yl)-6-(1H-pyrazol-4-yl)benzo[d]thiazol-2-amine